methyl 3-((2-((S)-(((benzyloxy)carbonyl)amino)(cycloheptyl)methyl)imidazo[1,2-b]pyridazin-6-yl)methyl)-5,5-difluoro-2-oxopiperidine-3-carboxylate C(C1=CC=CC=C1)OC(=O)N[C@H](C=1N=C2N(N=C(C=C2)CC2(C(NCC(C2)(F)F)=O)C(=O)OC)C1)C1CCCCCC1